2-[2-(1-piperidinyl)ethoxy]propyl-N,N-dimethyl-amine N1(CCCCC1)CCOC(CN(C)C)C